3-(dimethylamino)propyl-3-[[3-[2-[(Z)-non-3-enyl]-1-tetradecyl-hexadecoxy]-3-oxo-propyl]disulfanyl]propanoate CN(CCCOC(CCSSCCC(=O)OC(C(CCCCCCCCCCCCCC)CC\C=C/CCCCC)CCCCCCCCCCCCCC)=O)C